7-(2-(3-(3-Chloropyridin-2-yl)-5-cyclopropylisoxazol-4-yl)-7-azaspiro[3.5]non-1-en-7-yl)isochinolin ClC=1C(=NC=CC1)C1=NOC(=C1C1=CC2(C1)CCN(CC2)C2=CC=C1C=CN=CC1=C2)C2CC2